C(C)(C)(C)OC(=O)N1CC(C(CC1)=O)C1=CC(=NC=C1)C1OCCO1.FC1=C(C=C(C=C1)F)[C@]([C@H](C(=S)N)C)(CN1N=CN=C1)O (2r,3r)-3-(2,5-difluorophenyl)-3-hydroxy-2-methyl-4-[1H-(1,2,4)-triazol-1-yl]thiobutyramide tert-butyl-3-(2-(1,3-dioxolan-2-yl)pyridin-4-yl)-4-oxopiperidine-1-carboxylate